O=C(CCCCCCCNC(OCC1C2=CC=CC=C2C=2C=CC=CC12)=O)NC=1SC(=NN1)S(N)(=O)=O (9H-fluoren-9-yl)methyl (8-oxo-8-((5-sulfamoyl-1,3,4-thiadiazol-2-yl)amino)octyl)carbamate